2-(4-(Ethylsulfonyl)-2-fluorophenyl)-4,4,5,5-tetramethyl-1,3,2-dioxaborolane C(C)S(=O)(=O)C1=CC(=C(C=C1)B1OC(C(O1)(C)C)(C)C)F